tert-Butyl-N-{[(3aR,4R,6R,6aS)-6-[4-amino-2-chloro-5-(1-methylpyrazol-3-yl)pyrrolo[2,3-d]pyrimidin-7-yl]-2,2-dimethyl-tetrahydro-3aH-cyclopenta[d][1,3]dioxol-4-yl]methyl}carbamate C(C)(C)(C)OC(NC[C@H]1C[C@H]([C@@H]2OC(O[C@@H]21)(C)C)N2C=C(C1=C2N=C(N=C1N)Cl)C1=NN(C=C1)C)=O